ClC1=NC=C(C=C1CNC(CC)=O)OC[C@H](C)NS(=O)(=O)C(F)(F)F N-[[2-chloro-5-[(2S)-2-(trifluoromethylsulfonylamino)propoxy]-3-pyridyl]methyl]propanamide